3-[(2-amino-3-fluoro-4-pyridyl)methyl]-7-[(3-fluoro-2-pyridyl)oxy]-4-methyl-chromen-2-one NC1=NC=CC(=C1F)CC=1C(OC2=CC(=CC=C2C1C)OC1=NC=CC=C1F)=O